C(CCC)[C@@H]1N(CC(N(C1)C1=C(C(=CC=C1)C)C)=O)CC1=CN=CN1CC1=CC=C(C=C1)C#N 5(S)-n-butyl-1-(2,3-dimethyl-phenyl)-4-[1-(4-cyanobenzyl)-5-imidazolylmethyl]-2-piperazinone